2-((1-chloro-4-(o-tolyl)isoquinolin-7-yl)oxy)acetamide ClC1=NC=C(C2=CC=C(C=C12)OCC(=O)N)C1=C(C=CC=C1)C